ClC=1C=C(CCNC(=O)C=2N=C(SC2)C#C)C=CC1 N-(3-chlorophenethyl)-2-ethynylthiazole-4-carboxamide